ClC1C=2N(C3=C(CC14OCCO4)C=CC=C3)C(=NN2)C2CCC(CC2)(C)OCC chloro-1'-(trans-4-ethoxy-4-methylcyclohexyl)-4'H,6'H-spiro[1,3-dioxolane-2,5'-[1,2,4]triazolo[4,3-a][1]benzazepine]